C(C)(C)(C)OC(=O)N1N=CC=2C(NC=3C=C(C=CC3C21)CBr)=O 7-(bromomethyl)-4-oxo-4,5-dihydro-1H-pyrazolo[4,3-c]quinoline-1-carboxylic acid tert-butyl ester